2,N4-bis(4-cyanobenzyl)-1,2,4-triazine-3,5(2H,4H)-dione C(#N)C1=CC=C(CN2N=CC(N(C2=O)CC2=CC=C(C=C2)C#N)=O)C=C1